Disodium 4,5-dihydroxy-1,3-benzenedisulfonate monohydrate O.OC1=C(C=C(C=C1O)S(=O)(=O)[O-])S(=O)(=O)[O-].[Na+].[Na+]